NC1=NC=NN2C1=C(C=C2C2CC2)C2=CC(=C(C=C2)NC(=O)NC2=CC(=C(C=C2)CN2CCN(CC2)C)C(F)(F)F)F 1-(4-(4-amino-7-cyclopropylpyrrolo[2,1-f][1,2,4]triazin-5-yl)-2-fluorophenyl)-3-(4-((4-methylpiperazin-1-yl)methyl)-3-(trifluoromethyl)phenyl)urea